L-Methionyl-L-aspartic acid N[C@@H](CCSC)C(=O)N[C@@H](CC(=O)O)C(=O)O